F[B-](F)(F)F.C1(C=2C(C(N1OC(=[N+](C)C)N(C)C)=O)=CC=CC2)=O 2-phthalimido-1,1,3,3-tetramethyluronium tetrafluoroborate